7-((1-cyclopropyl-3-(tetrahydro-2H-pyran-4-yl)-1H-pyrazol-4-yl)oxy)-2-(1-(tetrahydro-2H-pyran-4-yl)-1H-pyrazol-4-yl)thieno[3,2-b]pyridine C1(CC1)N1N=C(C(=C1)OC1=C2C(=NC=C1)C=C(S2)C=2C=NN(C2)C2CCOCC2)C2CCOCC2